C(CCCC1CO1)[Si](OC)(OC)OC (5,6-epoxyhexyl)trimethoxysilane